CYCLOPENTANECARBOXYLIC ACID C1(CCCC1)C(=O)O